(4-(6-((1-(2-fluoro-4-morpholinobenzyl)-4-hydroxypiperidin-4-yl)methyl)-2-methyl-7-oxo-6,7-dihydro-2H-pyrazolo[4,3-d]pyrimidin-3-yl)benzyl)carbamic acid tert-butyl ester C(C)(C)(C)OC(NCC1=CC=C(C=C1)C=1N(N=C2C1N=CN(C2=O)CC2(CCN(CC2)CC2=C(C=C(C=C2)N2CCOCC2)F)O)C)=O